Cl.Cl.CN1CCC2(CC1)CNC1=CC=CC=C12 1'-methyl-1,2-dihydrospiro[indole-3,4'-piperidine] dihydrochloride